OCC=1C=NC2=NC(=CC=C2C1NC1=CC=C2CCN(CC2=C1)C(=O)OC(C)(C)C)OC tert-butyl 7-((3-(hydroxymethyl)-7-methoxy-1,8-naphthyridin-4-yl)amino)-3,4-dihydroisoquinolin-2(1H)-carboxylate